FC(OC[C@@H](C1=CC(=CC=C1)OC(F)F)NC(C[C@](C)(O)C1(CC1)F)=O)F (S)-N-((R)-2-(difluoromethoxy)-1-(3-(difluoromethoxy)phenyl)ethyl)-3-(1-fluorocyclopropyl)-3-hydroxybutanamide